(methanesulfonyl)piperidin-3-ol CS(=O)(=O)N1CC(CCC1)O